Methyl 2-[4-(2-benzyloxy-2-oxo-ethyl)-5-fluoro-2-methoxy-phenyl]-2-methyl-propanoate C(C1=CC=CC=C1)OC(CC1=CC(=C(C=C1F)C(C(=O)OC)(C)C)OC)=O